[N+](=O)([O-])C1=NC=C(C=C1N)B1OC(C(O1)(C)C)(C)C 2-nitro-5-(4,4,5,5-tetramethyl-1,3,2-dioxaborolan-2-yl)pyridin-3-amine